ClC1=C(C=CC=C1C1=CC=C(C(=N1)OC)CNC[C@@H]1CCC(N1)=O)C1=C(C(=CC=C1)NC1=NC=CC=2C1=NC=CN2)Cl (S)-5-((((6-(2,2'-dichloro-3'-(pyrido[3,4-b]pyrazin-5-ylamino)-[1,1'-biphenyl]-3-yl)-2-methoxypyridin-3-yl)methyl)amino)methyl)pyrrolidin-2-one